1-propyl-2,3-dimethylimidazole bistrifluoromethanesulfonimide salt [N-](S(=O)(=O)C(F)(F)F)S(=O)(=O)C(F)(F)F.C(CC)N1C(N(C=C1)C)C